4-[2-[4-[5-methyl-1-[4-(trifluoromethoxy)phenyl]pyrazol-3-yl]piperazin-1-yl]ethyl]thiomorpholine CC1=CC(=NN1C1=CC=C(C=C1)OC(F)(F)F)N1CCN(CC1)CCN1CCSCC1